O=C1NN=C(C2=CC=CC=C12)C1=CC=C(C=C1)C(C)(C)NC(OC(C)(C)C)=O tert-butyl (2-(4-(4-oxo-3,4-dihydrophthalazin-1-yl)phenyl)propan-2-yl)carbamate